(R)-(1-(5-bromo-2-methyl-3-(trifluoromethyl)phenyl)ethyl)carbamic acid tert-butyl ester C(C)(C)(C)OC(N[C@H](C)C1=C(C(=CC(=C1)Br)C(F)(F)F)C)=O